5-[(4-benzoylpiperazin-1-yl)sulfonyl]isoquinoline C(C1=CC=CC=C1)(=O)N1CCN(CC1)S(=O)(=O)C1=C2C=CN=CC2=CC=C1